CC(C(=O)C1=CC=C(C=C1)S(=O)(=O)C)(C)N1CCOCC1 2-methyl-2-morpholino-1-(4-methylsulfonylphenyl)propan-1-one